3-(3-bromo-1-methyl-1H-pyrazole-4-carbonyl)-5-ethyl-1,2-oxazole BrC1=NN(C=C1C(=O)C1=NOC(=C1)CC)C